(5-(4-amino-1H-pyrazol-1-yl)pentyl)carbamic acid tert-butyl ester C(C)(C)(C)OC(NCCCCCN1N=CC(=C1)N)=O